CC=CC(=O)OC(C=CC)=O 3-Methyl-acrylic anhydride